2-(3-diethoxyphosphorylpropylamino)thiazole-4-carboxylic acid methyl ester COC(=O)C=1N=C(SC1)NCCCP(=O)(OCC)OCC